COC1=C2C(=C3[C@@H]4CCO[C@@H]4OC3=C1)OC5=CC=CC(=C5C2=O)O The molecule is a sterigmatocystin whose skeleton comprises a xanthone ring system ortho-fused to a dihydrofuranofuran moiety. It has a role as a metabolite and a carcinogenic agent. It is a member of sterigmatocystins and a cyclic acetal.